NCCOCCNC(C1=C(C=C(C=C1)NC=1C=2N(C=CN1)C(=CN2)C=2C(=NN(C2)CC(C(F)(F)F)O)C(F)(F)F)CC)=O N-(2-(2-aminoethoxy)ethyl)-2-ethyl-4-((3-(1-(3,3,3-trifluoro-2-hydroxypropyl)-3-(trifluoromethyl)-1H-pyrazol-4-yl)imidazo[1,2-a]pyrazin-8-yl)amino)benzamide